tert-butyl-(3R)-3-[(2-amino-6-chlorophenyl)amino]azepane-1-carboxylate C(C)(C)(C)OC(=O)N1C[C@@H](CCCC1)NC1=C(C=CC=C1Cl)N